N-(4-ethyl-3-(5-fluoropyridin-2-yl)phenyl)-1H-imidazole-1-carboxamide C(C)C1=C(C=C(C=C1)NC(=O)N1C=NC=C1)C1=NC=C(C=C1)F